C1(CCCC1)N1C(C(=C(C2=C1N=C(N=C2)NC2=NC=C(C=C2)N2CCC1(OCCO1)CC2)C)C(=C)OCC)=O 8-cyclopentyl-2-[[5-(1,4-dioxa-8-azaspiro[4.5]dec-8-yl)-2-pyridinyl]amino]-6-(1-ethoxyvinyl)-5-methylpyrido[2,3-d]pyrimidin-7-one